C1(CC1)C1=CC(=NO1)C1=C(C=CC=C1)F 5-cyclopropyl-3-(2-fluorophenyl)isoxazole